2-(aminomethyl)-4-bromo-N-(cyclobutylmethyl)aniline tert-butyl-(S)-3-(((3-amino-5-oxo-4,5-dihydro-1,2,4-triazin-6-yl)methyl)carbamoyl)pyrrolidine-1-carboxylate C(C)(C)(C)OC(=O)N1C[C@H](CC1)C(NCC=1C(NC(=NN1)N)=O)=O.NCC1=C(NCC2CCC2)C=CC(=C1)Br